2-((benzyloxy)methyl)-5-(trifluoromethyl)-3,4-dihydro-2H-pyran C(C1=CC=CC=C1)OCC1OC=C(CC1)C(F)(F)F